(S)-N-(1-((5,6-dimethyl-6H-pyrido[4,3-b]carbazol-9-yl)oxy)propan-2-yl)acetamide CC1=C2C(=CC=3C=4C=C(C=CC4N(C13)C)OC[C@H](C)NC(C)=O)C=NC=C2